C1(=CC=CC2=CC=CC=C12)NC(N)=S 3-(1-naphthyl)thiourea